3-Bromo-2-fluoro-6-hydroxybenzoic acid BrC=1C(=C(C(=O)O)C(=CC1)O)F